C1(CC1)C(C=1C(=C(C(=C2C=NNC12)C=1N=CC=2N(C1)C=C(N2)NC(=O)[C@H]2[C@H](C2)F)C)F)OC (1s,2s)-N-(6-(7-(cyclopropyl-(methoxy)methyl)-6-fluoro-5-methyl-1H-indazol-4-yl)imidazo[1,2-a]pyrazin-2-yl)-2-fluorocyclopropane-1-carboxamide